tri-Phenylacetoxysilane C1(=CC=CC=C1)C(C(=O)O[SiH3])(C1=CC=CC=C1)C1=CC=CC=C1